thio-homocysteine N[C@@H](CCS)C(=S)O